C(CNCCNCCN)N1CCNCC1 N-(3,6,9-triazanonyl)piperazine